OCN1N=CC(=C1)C(=O)O (hydroxymethyl)-1H-pyrazole-4-carboxylic acid